[NH4+].C(CCCCCCCC)C=1C(=C(C2=CC=CC=C2C1)S(=O)(=O)[O-])CCCCCCCCC dinonyl-naphthalenesulfonic acid ammonium salt